FC(OC1=CC=C(CC=2SC3=C(N2)C=CC(=C3)C(=O)O)C=C1)F 2-(4-(difluoromethoxy)benzyl)benzo[d]thiazole-6-carboxylic acid